Bis(2,4-di-tert-butyl-6-methylphenyl)methyl phosphit P(OC(C1=C(C=C(C=C1C)C(C)(C)C)C(C)(C)C)C1=C(C=C(C=C1C)C(C)(C)C)C(C)(C)C)([O-])[O-]